4-bromo-2-(4,5-dihydroisoxazol-3-yl)-3-methylaniline BrC1=C(C(=C(N)C=C1)C1=NOCC1)C